C1(CC1)C(CCC[C@@H](C)[C@H]1CC[C@@]2([C@@]1(CCC=1[C@]3(CC[C@@H](C([C@@H]3CCC21)(C)C)O)C)C)C)O (1R,3aR,5aR,7S,9aS,11aR)-1-[(2R)-6-cyclopropyl-6-hydroxyhex-2-yl]-3a,6,6,9a,11a-Pentamethyl-2,3,3a,4,5,5a,6,7,8,9,9a,10,11,11a-tetradecahydro-1H-cyclopenta[1,2-a]phenanthrene-7-ol